O1COC2=C1C=CC(=C2)C=2C=C(C=CC2)[C@H](CC(=O)OCC)NC(=O)NC=2C(N(C=C(C2O)C)C)=O Ethyl (S)-3-(3-(Benzo[d][1,3]dioxol-5-yl)phenyl)-3-(3-(4-hydroxy-1,5-dimethyl-2-oxo-1,2-dihydropyridin-3-yl)ureido)propanoat